chloro-6-ethylquinoline-3-aldoxime ClC1=NC2=CC=C(C=C2C=C1C=NO)CC